5-{6-[2-(6-Fluoro-4-methoxy-2-methyl-indol-1-yl)-ethylamino]-pyrimidin-4-yl}-3-isopropoxy-thiophen FC1=CC(=C2C=C(N(C2=C1)CCNC1=CC(=NC=N1)C1=CC(=CS1)OC(C)C)C)OC